O1CCN(CC1)C1=NC(=NC(=N1)N1CCC(CC1)C(F)(F)F)C1=CC2=C(N=C(S2)N)C=C1 6-(4-morpholino-6-(4-(trifluoromethyl)piperidin-1-yl)-1,3,5-triazin-2-yl)benzo[d]thiazol-2-amine